O6-benzyl O5-tert-butyl (6S)-5-azaspiro[2.4]heptane-5,6-dicarboxylate C1CC12CN([C@@H](C2)C(=O)OCC2=CC=CC=C2)C(=O)OC(C)(C)C